2-(trifluoromethyl)pyrimidine-5-carbaldehyde FC(C1=NC=C(C=N1)C=O)(F)F